N,N-bis(2-hydroxyethyl)-p-methylaniline OCCN(C1=CC=C(C=C1)C)CCO